maleic acid dihydrate O.O.C(\C=C/C(=O)O)(=O)O